1,5-diethoxy-9-anthracenecarbonitrile C(C)OC1=CC=CC2=CC3=C(C=CC=C3C(=C12)C#N)OCC